Methyl (E)-2-amino-1-(4-(2-amino-5-carbamoyl-7-((4-hydroxy-4-methylpent-2-yn-1-yl)oxy)-1H-benzo[d]imidazol-1-yl)but-2-en-1-yl)-7-methoxy-1H-benzo[d]imidazole-5-carboxylate 2HBr Br.Br.NC1=NC2=C(N1C\C=C\CN1C(=NC3=C1C(=CC(=C3)C(N)=O)OCC#CC(C)(C)O)N)C(=CC(=C2)C(=O)OC)OC